FC1(OC(OC1(C)F)=O)C 4,5-difluoro-4,5-dimethyl-1,3-dioxolan-2-one